ClC=1C=CC2=C(N(CC(O2)C(=O)NC23CC(C2)(C3)NC(COC3=CC(=C(C=C3)Cl)F)=O)C(=O)C3C(C3)(F)F)C1 6-chloro-N-{3-[2-(4-chloro-3-fluorophenoxy)acetamido]bicyclo[1.1.1]pentan-1-yl}-4-(2,2-difluorocyclopropane-1-carbonyl)-3,4-dihydro-2H-1,4-benzoxazine-2-carboxamide